C(C)(C)(C)OC(=O)N1CCC2(CN(C2)C=2C3=C(N=CN2)N=CC(=C3)C=O)CC1 tert-Butyl-2-(6-formylpyrido[2,3-d]pyrimidin-4-yl)-2,7-diazaspiro[3.5]nonane-7-carboxylate